N,N-dimethyl-4-oxo-2,2-diphenylbutanamide CN(C(C(CC=O)(C1=CC=CC=C1)C1=CC=CC=C1)=O)C